N-cyclopropyl-1'-((8-fluoro-4-oxo-4,5-dihydropyrrolo[1,2-a]quinoxalin-7-yl)methyl)-3'-methyl-1',2',3',6'-tetrahydro-[3,4'-bipyridine]-6-carboxamide C1(CC1)NC(=O)C1=CC=C(C=N1)C=1C(CN(CC1)CC=1C=C2NC(C=3N(C2=CC1F)C=CC3)=O)C